1-(4-(2-hydroxypropan-2-yl)benzyl)-4-(propane-1-yn-1-yl)-1H-indazole-7-carboxamide OC(C)(C)C1=CC=C(CN2N=CC3=C(C=CC(=C23)C(=O)N)C#CC)C=C1